2-(4-(1-(2-(4-(2,3-dimethylphenyl)piperazin-1-yl)-2-oxoethyl)-4,5,6,7-tetrahydro-1H-indazole-3-carbonyl)piperazin-1-yl)acetamide CC1=C(C=CC=C1C)N1CCN(CC1)C(CN1N=C(C=2CCCCC12)C(=O)N1CCN(CC1)CC(=O)N)=O